CCCCCCCCCCCCCCC[C@H]([C@H](CO)N)O The molecule is a 2-aminooctadecane-1,3-diol having (2S,3R)-configuration. It has a role as an EC 2.7.11.13 (protein kinase C) inhibitor, a human metabolite and a mouse metabolite. It is a conjugate base of a sphinganine(1+).